1-(1-(3-fluorophenyl)vinyl)pyrrolidin-2-one FC=1C=C(C=CC1)C(=C)N1C(CCC1)=O